O=C1NC(CC(C1)C1=CC(=C(C=C1)N1CCN(CC1)CC1CCN(CC1)NC(OC(C)(C)C)=O)C(F)(F)F)=O tert-butyl (4-((4-(4-(2,6-dioxopiperidin-4-yl)-2-(trifluoromethyl)phenyl) piperazin-1-yl)methyl)piperidin-1-yl)carbamate